2-((1-(3,6-dimethyl-4-oxo-2-(piperidin-1-yl)-3,4-dihydroquinazolin-8-yl)ethyl)amino)benzoic acid CN1C(=NC2=C(C=C(C=C2C1=O)C)C(C)NC1=C(C(=O)O)C=CC=C1)N1CCCCC1